1-(4-fluorophenyl)-1-hydroxy-propan-2-one FC1=CC=C(C=C1)C(C(C)=O)O